The molecule is a 1,2-diacyl-sn-glycero-3-phosphocholine in which the acyl groups specified at positions 1 and 2 are palmitoyl and (11Z,14Z)-eicosadienoyl respectively. It has a role as a mouse metabolite. It is a 1,2-diacyl-sn-glycero-3-phosphocholine and a phosphatidylcholine 36:2. It derives from a hexadecanoic acid and an (11Z,14Z)-icosadienoic acid. CCCCCCCCCCCCCCCC(=O)OC[C@H](COP(=O)([O-])OCC[N+](C)(C)C)OC(=O)CCCCCCCCC/C=C\\C/C=C\\CCCCC